NCC1(CCCCC1)O 1-(aminomethyl)cyclohexanol